C(C1=CC=CC=C1)N(C1CCC(CC1)OCC(=O)OC(C)(C)C)CC1=CC=CC=C1 tert-butyl 2-(((1r,4r)-4-(dibenzylamino)cyclohexyl)oxy)acetate